tert-butyldiphenylsilyl ether [Si](C1=CC=CC=C1)(C1=CC=CC=C1)(C(C)(C)C)O[Si](C1=CC=CC=C1)(C1=CC=CC=C1)C(C)(C)C